(S)-2-(3,3-dimethyl-4-(5-oxo-4,5-dihydropyrazine-2-carbonyl)piperazin-1-yl)-N-(5-(4-fluorophenoxy)pyrazin-2-yl)propanamide CC1(CN(CCN1C(=O)C=1N=CC(NC1)=O)[C@H](C(=O)NC1=NC=C(N=C1)OC1=CC=C(C=C1)F)C)C